FC=1C(=NC=CC1CN1N=C2N(CCCC2)C1=O)C(F)(F)F (5RS)-2-{[3-Fluoro-2-(trifluoromethyl)pyridin-4-yl]methyl}-3-oxo-2,3,5,6,7,8-hexahydro[1,2,4]triazolo[4,3-a]pyridin